2-(((cis-4-(Hydroxymethyl)cyclohexyl)thio)methyl)-7-(phenylamino)quinazolin-4(3H)-one OC[C@H]1CC[C@H](CC1)SCC1=NC2=CC(=CC=C2C(N1)=O)NC1=CC=CC=C1